C(C)OC(=O)C1(CC1)C(COCC1=CC=CC=C1)NC(=O)OC(C)(C)C 1-(2-(benzyloxy)-1-((tert-butoxycarbonyl)amino)ethyl)cyclopropane-1-carboxylic acid ethyl ester